2-[bis(3-aminopropyl)amino]ethyl N-[4-[[2-[4-[4-[(4R)-4-amino-2-oxo-pyrrolidin-1-yl]phenyl]sulfonylpiperazin-1-yl]-6-chloro-4-pyridyl]-difluoro-methyl]cyclohexyl]carbamate N[C@@H]1CC(N(C1)C1=CC=C(C=C1)S(=O)(=O)N1CCN(CC1)C1=NC(=CC(=C1)C(C1CCC(CC1)NC(OCCN(CCCN)CCCN)=O)(F)F)Cl)=O